2-Chloro-6-(2-(dimethylamino)ethyl)-6,7-dihydro-5H-pyrrolo[3,4-b]pyridin-5-one ClC1=CC=C2C(=N1)CN(C2=O)CCN(C)C